2-(2-hydroxy-5-tolyl)benzotriazole OC1=C(C=C(C=C1)N1N=C2C(=N1)C=CC=C2)C